CN(S(=O)(=O)C1=CC=C(C=C1)CC(=O)NC=1C=NC(=CC1)C(C(C)(C1=NC=CC=C1)C)=O)C 2-(4-(N,N-dimethylsulfamoyl)phenyl)-N-(6-(2-methyl-2-(pyridin-2-yl)propionyl)pyridin-3-yl)acetamide